tert-butyl (1R,5S)-8-(4-bromophenyl)-3,8-diazabicyclo[3.2.1]octane-3-carboxylate BrC1=CC=C(C=C1)N1[C@H]2CN(C[C@@H]1CC2)C(=O)OC(C)(C)C